C(#N)C1=CC=C(C=C1)S(=O)(=O)N(C=1C=C2C(CCC2=CC1)=O)CC 4-cyano-N-ethyl-N-(3-oxo-2,3-dihydro-1H-inden-5-yl)benzenesulfonamide